4-(4-(3-methoxyazetidin-1-yl)-7H-pyrrolo[2,3-d]pyrimidin-6-yl)aniline COC1CN(C1)C=1C2=C(N=CN1)NC(=C2)C2=CC=C(N)C=C2